(E)-4-(4-(3,5-difluoro-4-((6S,8R)-8-methyl-2-oxo-7-(2,2,2-trisFluoroethyl)-2,3,6,7,8,9-hexahydrooxazolo[5,4-f]isoquinolin-6-yl)phenyl)piperazin-1-yl)-N,N-Dimethylbut-2-enamide FC=1C=C(C=C(C1[C@H]1N([C@@H](CC2=C3C(=CC=C12)NC(O3)=O)C)CC(F)(F)F)F)N3CCN(CC3)C/C=C/C(=O)N(C)C